ClC1=CC=2C(N=C1C1=C(C=CC=C1OC)F)=NSC2N2C(CN(CC2)C(C=C)=O)C 1-(4-(5-chloro-6-(2-fluoro-6-methoxyphenyl)[1,2]thiazolo[3,4-b]pyridin-3-yl)-3-methyl-1-piperazinyl)-2-propen-1-one